O1C(OCC1)[C@H](C)NP(OC[C@@H]1O[C@@H]([C@@H]([C@H]1O)F)N1C(NC(C(=C1)C)=O)=O)(OC1=CC=CC=C1)=O ((2S,3S,4R,5S)-4-Fluoro-3-hydroxy-5-(5-methyl-2,4-dioxo-3,4-dihydropyrimidin-1(2H)-yl)tetrahydrofuran-2-yl)methyl phenyl ((S)-1-(1,3-dioxolan-2-yl)ethyl)phosphoramidate